trans-(4-(3,4-dihydroisoquinolin-2(1H)-yl)-3-hydroxypiperidin-1-yl)(6-(((1s,3s)-3-methoxycyclobutyl)amino)-2-phenylpyrimidin-4-yl)methanone C1N(CCC2=CC=CC=C12)C1C(CN(CC1)C(=O)C1=NC(=NC(=C1)N[C@@H]1C[C@H](C1)OC)C1=CC=CC=C1)O